OC[C@@H]1CN(CCC1)C(=O)OCC1=CC=CC=C1 benzyl (S)-3-(hydroxymethyl)piperidine-1-carboxylate